2-(1-phenyl-2-(1-((2-(trimethylsilyl)ethoxy)methyl)-1H-indazole-5-carboxamido)-1H-imidazol-4-yl)acetic acid methyl ester COC(CC=1N=C(N(C1)C1=CC=CC=C1)NC(=O)C=1C=C2C=NN(C2=CC1)COCC[Si](C)(C)C)=O